(R)-1-(((R)-5-(3,5-difluorophenyl)-6,7-dihydro-5H-pyrrolo[1,2-a]imidazol-2-yl)amino)-1-oxopropan-2-yl 2-nitrobenzenesulfonate [N+](=O)([O-])C1=C(C=CC=C1)S(=O)(=O)O[C@@H](C(=O)NC=1N=C2N(C1)[C@H](CC2)C2=CC(=CC(=C2)F)F)C